OC=1C(C(=CN2CC3N(C4CCCCC4CN3)C(C21)=O)C(=O)N)=O 12-hydroxy-11,13-dioxo-1,2,3,4,4a,5,6,6a,7,11,13,14a-dodecahydropyrido[1',2':4,5]pyrazino[1,2-a]quinazoline-10-carboxamide